FC(C1=NNC2=C1CN(CC2)C(=O)OC(C)(C)C)(F)F tertbutyl 3-(trifluoromethyl)-1,4,6,7-tetrahydropyrazolo[4,3-c]pyridine-5-carboxylate